(-)-Camphoric acid C[C@@]1(CC[C@H](C1(C)C)C(=O)O)C(=O)O